N-(4,6-dichloro-1,3,5-triazin-2-yl)-cyclohexylamine ClC1=NC(=NC(=N1)Cl)NC1CCCCC1